ClC=1C=C(C=CC1F)N1C(=NC(=C1)F)[C@H]1NC(OC1)=O (R)-4-(1-(3-chloro-4-fluorophenyl)-4-fluoro-1H-imidazol-2-yl)oxazolidin-2-one